N-(2-bromo-4-methyl-6-(methylcarbamoyl)phenyl)tetrahydro-2H-pyran-3-carboxamide BrC1=C(C(=CC(=C1)C)C(NC)=O)NC(=O)C1COCCC1